(E)-2-fluoro-1-trifluoromethyl-5-(3,3-diethoxyprop-1-en-1-yl)benzene FC1=C(C=C(C=C1)\C=C\C(OCC)OCC)C(F)(F)F